O=C1N(CC2=CC=C(C(=C12)OC(F)(F)F)C(F)(F)F)C1C(NC(CC1)=O)=O 3-(1-oxo-7-(trifluoromethoxy)-6-(trifluoromethyl)isoindolin-2-yl)piperidine-2,6-dione